6-(bromomethyl)-5-cyclobutoxypyridazin-3(2H)-one BrCC=1C(=CC(NN1)=O)OC1CCC1